[3-fluoranyl-4-(5-sulfanylidenedithiol-3-yl)phenyl] 5-(benzenecarbothioyl)-2,3-dihydro-1H-pyrrolizine-1-carboxylate C1(=CC=CC=C1)C(=S)C=1N2CCC(C2=CC1)C(=O)OC1=CC(=C(C=C1)C=1SSC(C1)=S)F